8-amino-7-ketopelargonic acid NC(C(CCCCCC(=O)O)=O)C